C(C=C)(=O)N1[C@H](CN(CC1)C1=NC(=NC=2C[C@@]3(CCC12)C(=C(C1=C(C=CC=C13)Cl)F)F)OC[C@H]1N(CCC1)C)CC#N 2-((S)-1-acryloyl-4-((R)-4-chloro-2,3-difluoro-2'-(((S)-1-methylpyrrolidin-2-yl)methoxy)-5',8'-dihydro-6'H-spiro[indene-1,7'-quinazolin]-4'-yl)piperazin-2-yl)acetonitrile